Dimethylsilanediylbis(4-phenyl-indenyl)zirconium dichloride [Cl-].[Cl-].C[Si](=[Zr+2](C1C=CC2=C(C=CC=C12)C1=CC=CC=C1)C1C=CC2=C(C=CC=C12)C1=CC=CC=C1)C